8-aza-2-oxaspiro[4.5]decane C1OCCC12CCNCC2